CCCCCCCCCCCCCCCCCCCCCC(=O)O[C@H](COC(=O)CCCC/C=C\C/C=C\C/C=C\CCCCC)COP(=O)(O)OC[C@@H](C(=O)O)N 1-(6Z,9Z,12Z-octadecatrienoyl)-2-docosanoyl-glycero-3-phosphoserine